(2r,3s,4s,5r)-N-(3-acetyl-4-fluorophenyl)-3-(3,4-difluoro-2-methoxyphenyl)-4,5-dimethyl-5-(trifluoromethyl)tetrahydrofuran-2-carboxamide C(C)(=O)C=1C=C(C=CC1F)NC(=O)[C@@H]1O[C@]([C@H]([C@H]1C1=C(C(=C(C=C1)F)F)OC)C)(C(F)(F)F)C